Sodium (2S,5R)-2-(N-(oxazole-4-carbonyl)carbamimidoyl)-7-oxo-1,6-diazabicyclo[3.2.1]octan-6-yl Sulfate S(=O)(=O)(ON1[C@@H]2CC[C@H](N(C1=O)C2)C(NC(=O)C=2N=COC2)=N)[O-].[Na+]